The molecule is the stable isotope of zinc with relative atomic mass 66.927131, 4.10 atom percent natural abundance and nuclear spin 5/2. [67Zn]